COC1=CC=CC(=C1OC)/C=C/C2=CC(=CC(=C2)OC)O The molecule is a stilbenoid that is trans-stilbene substituted by a hydroxy group at position 3 and methoxy groups at positions 2', 3' and 5. Isolated from Pholidota yunnanensis, it exhibits inhibitory effects on production of nitric oxide. It has a role as a metabolite and an EC 1.14.13.39 (nitric oxide synthase) inhibitor. It is a member of methoxybenzenes, a stilbenoid and a member of phenols.